N-(4-cyanobenzyl)-4,9-dioxo-4,9-dihydrothiazolo[5,4-g]isoquinoline-2-carboxamide trifluoroacetate FC(C(=O)O)(F)F.C(#N)C1=CC=C(CNC(=O)C=2SC=3C(C=4C=CN=CC4C(C3N2)=O)=O)C=C1